ClC1=C(C(=NC(=N1)SC)N1CCOCC1)F 4-(6-chloro-5-fluoro-2-(methylthio)pyrimidin-4-yl)morpholine